ClC=1C=C2CCN(C2=CC1S(=O)(=O)Cl)C 5-chloro-1-methyl-2,3-dihydro-1H-indole-6-sulfonyl chloride